N1(C2=C(OCCC1)N=C1C(=C2)C=CN1)C1=C(C(=O)NS(=O)(=O)C2=CC(=C(C=C2)NC[C@@H]2OC[C@@H](CC2)C)[N+](=O)[O-])C=CC=C1 2-(3,4-dihydro-2H-pyrrolo[3',2':5,6]pyrido[2,3-b][1,4]oxazepin-1(7H)-yl)-N-((4-((((2R,5R)-5-methyltetrahydro-2H-pyran-2-yl)methyl)amino)-3-nitrophenyl)sulfonyl)benzamide